(S)-2-(1-(4,6-dimethylpyrimidin-5-yl)cyclopropane-1-carboxamido)-4-(((S)-3-fluoro-2-methoxypropyl)(4-(5,6,7,8-tetrahydro-1,8-naphthyridin-2-yl)butyl)amino)butanoic acid CC1=NC=NC(=C1C1(CC1)C(=O)N[C@H](C(=O)O)CCN(CCCCC1=NC=2NCCCC2C=C1)C[C@@H](CF)OC)C